C1(CC1)C(C)C=1C(=C2CCCC2=C(C1)F)NC(=O)NS(=O)(=O)C=1OC=C(C1)C(C)(C)O N-((5-(1-cyclopropylethyl)-7-fluoro-2,3-dihydro-1H-inden-4-yl)carbamoyl)-4-(2-hydroxypropan-2-yl)furan-2-sulfonamide